NC1=NNC(C2=C1N(C=C2[C@H]2CN(CC2)C(C#CC)=O)C2=CC=C(C=C2)OC2=C(C=CC=C2)F)=O (S)-7-amino-3-(1-(but-2-ynoyl)pyrrolidin-3-yl)-1-(4-(2-fluorophenoxy)phenyl)-1,5-dihydro-4H-pyrrolo[2,3-d]pyridazin-4-one